NC(CCN(NC([C@H](CC1CCCCC1)NC(OCC1=CC=CC=C1)=O)=O)C(CF)=O)=O Benzyl N-[(1S)-2-[2-(3-amino 3-oxo propyl) 2-(2-fluoroacetyl)hydrazino] 1-(cyclohexylmethyl)-2-oxo-ethyl]carbamate